N-[(3R,4R)-3-[(5-bromo-1-{[2-(trimethylsilyl)ethoxy]methyl}pyrrolo[2,3-b]pyridin-6-yl)oxy]oxan-4-yl]-4-methylbenzenesulfonamide BrC=1C=C2C(=NC1O[C@H]1COCC[C@H]1NS(=O)(=O)C1=CC=C(C=C1)C)N(C=C2)COCC[Si](C)(C)C